sucrose trioleate CCCCCCCC/C=C\CCCCCCCC(=O)OC[C@@]1([C@H]([C@@H]([C@H](O1)CO)OC(=O)CCCCCCC/C=C\CCCCCCCC)OC(=O)CCCCCCC/C=C\CCCCCCCC)O[C@@H]2[C@@H]([C@H]([C@@H]([C@H](O2)CO)O)O)O